(2S,3S)-ethyl 3-((2-bromo-5-fluoro-6-(1H-pyrrol-1-yl) pyrimidin-4-yl)amino)bicyclo[2.2.2]octane-2-carboxylate BrC1=NC(=C(C(=N1)N[C@@H]1[C@H](C2CCC1CC2)C(=O)OCC)F)N2C=CC=C2